5-fluoro-3-bromo-N-(4'-methylphenyl)carbazole FC1=C2C=3C=C(C=CC3N(C2=CC=C1)C1=CC=C(C=C1)C)Br